tert-butylcumyl peroxide C(C)(C)(C)OOC(C)(C)C1=CC=CC=C1